ClC1=C2C=CC=NC2=C(C(=C1)C(CCC)NC(CCC)=O)O N-(1-(5-chloro-8-hydroxyquinolin-7-yl)butyl)butyramide